Neodymium(III) Oxide [O-2].[Nd+3].[O-2].[O-2].[Nd+3]